ClC=1C=C(C=CC1F)[C@H](NC(=O)[C@H]1NC(NC1)=O)[C@@H]1CC[C@H](CC1)C(F)(F)F |o1:8| (4S)-N-((R or S)-(3-chloro-4-fluorophenyl)(trans-4-(trifluoromethyl)cyclohexyl)methyl)-2-Oxo-imidazolidine-4-carboxamide